tert-butyl 4-[8-({8-fluoro-2-methylimidazo[1,2-a]pyridin-6-yl}carbamoyl)cinnolin-5-yl]-2,6-dimethylpiperazine-1-carboxylate FC=1C=2N(C=C(C1)NC(=O)C=1C=CC(=C3C=CN=NC13)N1CC(N(C(C1)C)C(=O)OC(C)(C)C)C)C=C(N2)C